NC1=C2N=C(N(C2=NC(=N1)OCCCNC(OC(C)(C)C)=O)CC1=CC(=CC=C1)Br)Br tert-butyl (3-((6-amino-8-bromo-9-(3-bromobenzyl)-9H-purin-2-yl)oxy)propyl)carbamate